(S) or (R)-1-ethyl-4-fluoro-N'-((3-methyl-2-(trifluoromethyl)-6,7-dihydro-5H-cyclopenta[b]pyridin-4-yl)carbamoyl)-1H-pyrazole-3-sulfonimidamide C(C)N1N=C(C(=C1)F)[S@](=O)(N)=NC(NC1=C2C(=NC(=C1C)C(F)(F)F)CCC2)=O |o1:8|